N-(5-bromopyridin-2-yl)valeramide BrC=1C=CC(=NC1)NC(CCCC)=O